C/C(/C(=O)O)=C\C methylcrotonic acid